azanium chloride [Cl-].[NH4+]